(4-methoxy-3,5-dimethylpyridine-2-yl)methylthiocyanate COC1=C(C(=NC=C1C)CSC#N)C